1-(6-{[4-(2-amino-8-methoxy-4-quinazolinyl)-1H-1,2,3-triazol-1-yl]methyl}-2-pyridyl)-3-pyrrolidinol NC1=NC2=C(C=CC=C2C(=N1)C=1N=NN(C1)CC1=CC=CC(=N1)N1CC(CC1)O)OC